FC(OC1=CC=C(C=C1)S(=O)(=O)N1CCOC2(C1)CCN(CC2)CC2(COC2)C)F 4-((4-(Difluoromethoxy)phenyl)sulfonyl)-9-((3-methyloxetan-3-yl)methyl)-1-oxa-4,9-diazaspiro[5.5]undecane